dihydrospiro[cyclohexane-1,3'-indol]-4-ol N1CC2(C3=CC=CC=C13)CCC(CC2)O